4-[5-[(4-chloro-2-fluoro-phenyl)methoxy]-2,4-difluoro-phenyl]-3,6-dihydro-2H-pyridine-1-carboxylic acid tert-butyl ester C(C)(C)(C)OC(=O)N1CCC(=CC1)C1=C(C=C(C(=C1)OCC1=C(C=C(C=C1)Cl)F)F)F